1-(2-chloro-4-(methylthio)pyrimidin-5-yl)cyclobutan-1-amine ClC1=NC=C(C(=N1)SC)C1(CCC1)N